(3S)-tert-butyl 3-methyl-4-[(5-methylthiazol-2-yl)ethyl]piperazine-1-carboxylate C[C@H]1CN(CCN1CCC=1SC(=CN1)C)C(=O)OC(C)(C)C